NC1=NC=CC=C1C1=NC=2C(=NC(=CC2)C=2C=C(C=CC2)NC(C)=O)N1C1=CC=C(C=C1)CN1CCN(CC1)C1=NC=CC(=N1)C#N N-(3-(2-(2-aminopyridin-3-yl)-3-(4-((4-(4-cyanopyrimidin-2-yl)piperazin-1-yl)methyl)phenyl)-3H-imidazo[4,5-b]pyridin-5-yl)phenyl)acetamide